3-amino-5-chlorobenzoic acid NC=1C=C(C(=O)O)C=C(C1)Cl